9-(2-((3,4-dimethylphenyl)(methyl)amino)pyrimidin-5-yl)-6,7-dimethoxynaphtho[2,3]furan CC=1C=C(C=CC1C)N(C1=NC=C(C=N1)C1=C2C=C(C(=CC2=CC=2C=COC21)OC)OC)C